CC\1(NCC/C1=C\C#CC=1C=C(C#N)C=C(C1)F)C 3-[(3E)-3-(2,2-dimethylpyrrolidin-3-ylidene)prop-1-yn-1-yl]-5-fluorobenzonitrile